ethyl 4-bromo-1-(2-((tert-butoxycarbonyl)amino)ethyl)-6,7-dichloro-1H-indole-2-carboxylate BrC1=C2C=C(N(C2=C(C(=C1)Cl)Cl)CCNC(=O)OC(C)(C)C)C(=O)OCC